CN(S(=O)(=O)NC1=C(N=CS1)C(=O)O)C1=CC=CC=C1 5-{[methyl-(phenyl)sulfamoyl]amino}-1,3-thiazole-4-carboxylic acid